CC1=C(C(=CC(=C1)C)C)S(=O)(=O)[O-].N[N+]1=C(C=C(C(=C1)C)Cl)C#CCOC1OCCCC1 1-amino-4-chloro-5-methyl-2-(3-((tetrahydro-2H-pyran-2-yl)oxy)prop-1-yn-1-yl)pyridin-1-ium 2,4,6-trimethylbenzenesulfonate